C(C1CO1)OCC[Si](OC)(OC)OC glycidoxyethyltrimethoxysilane